C(C(C)C)(=O)[O-].C1(CC1)C(OC(C(=O)OC1CC2CCC(C1)[N+]21CCCC1)(C1=CC=CC=C1)C1=CC=CC=C1)OC(CC(C)C)=O 3-(2-(Cyclopropyl((3-methylbutanoyl)oxy)methoxy)-2,2-diphenylacetoxy)spiro[bicyclo[3.2.1]octane-8,1'-pyrrolidin]-8-ium isobutyrate